6-(2,3-dihydro-thieno[3,4-b][1,4]dioxin-2-yl)hexane-1-sulfonic acid di-n-octylamine salt C(CCCCCCC)NCCCCCCCC.O1C=2C(OCC1CCCCCCS(=O)(=O)O)=CSC2